C(CCCCCCCCCCCCCCCCC)(=O)OCC(COC(CCCCCCCCCCCCCCCCC)=O)OC(N(C1CN(C1)C)C)=O 2-((methyl(1-methylazetidin-3-yl)carbamoyl)oxy)propane-1,3-diyl distearate